tert-Butyl 4-((2-((allyloxy) carbonyl) cyclobutyl) methyl)-3,3-difluorohexahydropyrrolo[3,2-b]pyrrole-1(2H)-carboxylate C(C=C)OC(=O)C1C(CC1)CN1CCC2N(CC(C21)(F)F)C(=O)OC(C)(C)C